4-carboxy-3-(methyl-d3)-1,2,5-oxadiazole 2-oxide C(=O)(O)C=1C(=[N+](ON1)[O-])C([2H])([2H])[2H]